ClC=1C=CC(=C(C1)C1=NN(C=C1NC(=O)C=1C=NN2C1N=CC=C2)CC(=O)N(C)C2CCCCC2)OC N-(3-(5-chloro-2-methoxyphenyl)-1-(2-(cyclohexyl(methyl)amino)-2-oxoethyl)-1H-pyrazol-4-yl)pyrazolo[1,5-a]pyrimidine-3-carboxamide